2-(2'-hydroxy-5'-methylphenyl)benzotriazol OC1=C(C=C(C=C1)C)N1N=C2C(=N1)C=CC=C2